3,6-dimethoxy-2-methyl-benzoic acid COC=1C(=C(C(=O)O)C(=CC1)OC)C